N-(2-(4-(2-aminopropan-2-yl)-6-(3-chloro-4-fluorophenyl)pyridin-2-yl)-2-hydroxypropyl)-1-methyl-3-(thiazol-4-yl)-1H-pyrazole-5-carboxamide NC(C)(C)C1=CC(=NC(=C1)C1=CC(=C(C=C1)F)Cl)C(CNC(=O)C1=CC(=NN1C)C=1N=CSC1)(C)O